C(C)(C)(C)OC(=O)N1[C@@H](CN[C@H](C1)C)C([2H])([2H])[2H] (2R,5S)-5-methyl-2-(methyl-d3)piperazine-1-carboxylic acid tert-butyl ester